1-chloro-6-(cyclopropylmethoxy)isoquinoline ClC1=NC=CC2=CC(=CC=C12)OCC1CC1